N-((8-hydroxy-5-(pyrrolidin-1-yl)quinolin-7-yl)(pyridin-3-yl)methyl)butyramide OC=1C(=CC(=C2C=CC=NC12)N1CCCC1)C(NC(CCC)=O)C=1C=NC=CC1